C(C)O[SiH](C)C Ethoxy-dimethylsilane